C(C)(C)(C)OC(=O)N1[C@@H](C[C@@](CC1)(C(=O)OC(C)(C)C)CC1=NC(=C(C=C1F)F)NC1=NN(C(=C1)C)C(C)(C)C)C di-tert-butyl-(2R,4R)-4-((6-((1-(tert-butyl)-5-methyl-1H-pyrazol-3-yl) amino)-3,5-difluoropyridin-2-yl) methyl)-2-methylpiperidine-1,4-dicarboxylate